BrC1=C(C=2C(NC1=O)=CNN2)N2[C@H](CN([C@@H](C2)CC)C(C)C=2C=C1N=CC=NC1=CC2)C C6-bromo-7-((2S,5R)-5-ethyl-2-methyl-4-(1-(quinoxalin-6-yl)ethyl)piperazin-1-yl)-2,4-dihydro-5H-pyrazolo[4,3-b]pyridin-5-one